methyl 1-methanesulfonate CS(=O)(=O)OC